ClC1=C(C=C(C=C1)Cl)COC1=CC2=C([C@@]3(CCN([C@@H]3CC2)C(=O)C2(CCC(CC2)C(=O)O)O)S(=O)(=O)C2=CC=C(C=C2)F)C=C1 (1s,4s)-4-[(3aR,9bR)-7-[(2,5-dichlorophenyl)methoxy]-9b-(4-fluorobenzenesulfonyl)-1H,2H,3H,3aH,4H,5H,9bH-benzo[e]indole-3-carbonyl]-4-hydroxycyclohexane-1-carboxylic acid